C[C@H]1N([C@H](CN(C1)C(\C=C\C(C)=O)=O)C)C1=NC=NC2=CC=C(C=C12)C=1C=C(C(=NC1)OC)NS(=O)(=O)C1=C(C=CC=C1)F N-(5-(4-((2R,6S)-2,6-dimethyl-4-((E)-4-oxopent-2-enoyl)piperazin-1-yl)quinazolin-6-yl)-2-methoxypyridin-3-yl)-2-fluorobenzeneSulfonamide